C12(C(C3CC(CC(C1)C3)C2)=O)NC2=CN=CC=N2 6-(Adamantane-One-ylamino)pyrazine